N1=C(C=CC=C1)C#N picolonitrile